3-cyano-4-fluorobenzenesulfonyl chloride C(#N)C=1C=C(C=CC1F)S(=O)(=O)Cl